N-butyl-N'-hexyl-urea C(CCC)NC(=O)NCCCCCC